2-methyl-N-[1-[3-[2-(trifluoromethyl)-4-pyridinyl]isoxazol-5-yl]ethyl]propane-2-sulfinamide tert-butyl-(3S)-4-((3,3-difluoropiperidin-4-yl)methyl)-3-methylpiperazine-1-carboxylate C(C)(C)(C)OC(=O)N1C[C@@H](N(CC1)CC1C(CNCC1)(F)F)C.CC(C)(C)S(=O)NC(C)C1=CC(=NO1)C1=CC(=NC=C1)C(F)(F)F